1-(2-fluorophenyl)-3-[1-(4-fluorophenyl)-4-methyl-5-oxopyrrolidin-3-yl]urea FC1=C(C=CC=C1)NC(=O)NC1CN(C(C1C)=O)C1=CC=C(C=C1)F